(R)-2-fluoro-4-iodo-6-(2-(trifluoromethyl)piperidin-1-yl)pyridine FC1=NC(=CC(=C1)I)N1[C@H](CCCC1)C(F)(F)F